FC(C1=CC=C(C=C1)CC(=O)N1C(CCC1)(C(=O)O)COCC1=CC=CC=C1)(F)F N-(4-trifluoromethylphenylacetyl)-2-benzyloxymethyl-pyrrolidine-2-carboxylic acid